ClCC(=O)N1C(CC(CC1C)C1=NN(C(=C1)C)C1=CC=C(C=C1)OC(F)(F)F)C 2-chloro-1-[2,6-dimethyl-4-[5-methyl-1-[4-(trifluoromethoxy)phenyl]pyrazol-3-yl]-1-piperidyl]ethanone